C(C)SC1=NC=C(C=N1)CN1CCN(CC1)C=1OC2=C(N1)C=CC(=C2)C(F)(F)F 2-(4-((2-(ethylthio)pyrimidin-5-yl)methyl)piperazin-1-yl)-6-(trifluoromethyl)benzo[d]oxazole